C(C)C=1C(=C(C=C(C1)C)O)B1OC(C(O1)(C)C)(C)C 3-ethyl-5-methyl-2-(4,4,5,5-tetramethyl-1,3,2-dioxaborolan-2-yl)phenol